1-(5-methoxy-3-methylpyridin-2-yl)piperazine COC=1C=C(C(=NC1)N1CCNCC1)C